C(=O)O.FC=1C=C(C=C(C1)F)N1C(N(C2(C1=O)CCN(CC2)CC2CCOCC2)CC)=O (3,5-difluorophenyl)-1-ethyl-8-((tetrahydro-2H-pyran-4-yl)methyl)-1,3,8-triazaspiro[4.5]decane-2,4-dione formate